(1-(2,4-Dimethoxypyridin-3-yl)-2-(6-ethoxypyridin-2-yl)-1H-imidazo[4,5-b]pyrazin-6-yl)methanesulfonamide COC1=NC=CC(=C1N1C(=NC=2C1=NC(=CN2)CS(=O)(=O)N)C2=NC(=CC=C2)OCC)OC